4-(benzyloxy)-1-carbamoylpentan C(C1=CC=CC=C1)OC(CCCC(N)=O)C